ClC=1N=C2C(=C(C(N(C2=CC1)C)=O)C#N)N1C[C@H]([C@H](CC1)NC1=C(C=C(C=C1)F)O)C 6-chloro-4-[(3R,4S)-4-(4-fluoro-2-hydroxy-anilino)-3-methyl-1-piperidyl]-1-methyl-2-oxo-1,5-naphthyridine-3-carbonitrile